NCCN1C=C(C=2C1=NC=CC2CN2C(N(CCC2)C2=CC(=C(C=C2)OC)OCCCCC)=O)Cl 1-((1-(2-aminoethyl)-3-chloro-1H-pyrrolo[2,3-b]pyridin-4-yl)methyl)-3-(4-methoxy-3-(pentyloxy)phenyl)tetrahydropyrimidin-2(1H)-one